CNC(=O)C1=CC=C2N1CCNC2C N,1-dimethyl-1,2,3,4-tetrahydropyrrolo[1,2-a]pyrazine-6-carboxamide